tert-butyl-3-((3-bromopyridin-2-yl)amino)azetidine-1-carboxylate C(C)(C)(C)OC(=O)N1CC(C1)NC1=NC=CC=C1Br